[Ir].[Sn](=O)=O tin dioxide iridium